(2,6-Dichloropyridin-4-yl)methyl (S)-3-amino-4-phenylbutanoate hydrochloride Cl.N[C@H](CC(=O)OCC1=CC(=NC(=C1)Cl)Cl)CC1=CC=CC=C1